NC1CCC(CC1)N1N=C(C=2CN(CCC21)C(C)=O)I 1-[1-(4-aminocyclohexyl)-3-iodo-6,7-dihydro-4H-pyrazolo[4,3-c]pyridin-5-yl]ethanone